FC1=C(C=CC=C1OC)C1=CC(=CC=C1)CCCNC(C1=CN=C(C=C1)C)=O N-(3-(2'-fluoro-3'-methoxy-[1,1'-biphenyl]-3-yl)propyl)-6-methylnicotinamide